6-isopropyl-9-(3-methoxypropoxy)-10-(methylcarbamoyl)-2-oxo-6,7-dihydro-2H-pyrido[2,1-a]isoquinoline-3-carboxylic acid C(C)(C)C1N2C(C3=CC(=C(C=C3C1)OCCCOC)C(NC)=O)=CC(C(=C2)C(=O)O)=O